O=C(CC(=O)[O-])CC(C)N 3-keto-5-aminohexanoate